(S)-2-(((Benzyloxy)carbonyl)amino)-3-(2-oxoimidazolin-1-yl)propanoic acid methyl ester COC([C@H](CN1C(NCC1)=O)NC(=O)OCC1=CC=CC=C1)=O